O=C(COC1=C(C=CC=C1)P(O)(O)=O)NC1=C(C=CC(=C1)C(F)(F)F)Cl (2-(2-oxo-2-(2-chloro-5-(trifluoromethyl)anilino)-ethoxy)phenyl)phosphonic acid